(R)-2,3-diethyl-4-(2-fluoro-4-methylphenyl)-9H-indeno[2,1-b]pyridine C(C)C1=C(C(=C2C(=N1)CC=1C=CC=CC12)C1=C(C=C(C=C1)C)F)CC